8-(3,5-dichlorophenyl)-4-(dimethylamino)-N-[(1R)-tetralin-1-yl]-1,7-naphthyridine-3-carboxamide ClC=1C=C(C=C(C1)Cl)C=1N=CC=C2C(=C(C=NC12)C(=O)N[C@@H]1CCCC2=CC=CC=C12)N(C)C